4-(5-amino-2-methoxyphenyl)-N-(4-(trifluoromethyl)phenyl)pyrimidin-2-amine NC=1C=CC(=C(C1)C1=NC(=NC=C1)NC1=CC=C(C=C1)C(F)(F)F)OC